tert-butyl 4-[4-[4-[(1R)-1-(5-fluoro-2-pyridyl)ethoxy]-3-iodo-pyrazolo[1,5-a]pyridin-6-yl]-5-methyl-triazol-1-yl]piperidine-1-carboxylate FC=1C=CC(=NC1)[C@@H](C)OC=1C=2N(C=C(C1)C=1N=NN(C1C)C1CCN(CC1)C(=O)OC(C)(C)C)N=CC2I